ClC1=CC=C(C=N1)CC(=O)N 2-(6-chloropyridin-3-yl)acetamide